Cl.NC(C(=O)N1CCN(CC1)C(=O)NC1=NC(N(C=C1)C1=CC(=C(C=C1)CN(C)[C@@H]1CC[C@H](CC1)N)C)=O)(C)C 4-(2-Amino-2-methylpropanoyl)-N-(1-(4-((((trans)-4-aminocyclohexyl)(methyl)amino)methyl)-3-methylphenyl)-2-oxo-1,2-dihydropyrimidin-4-yl)piperazine-1-carboxamide hydrochloride salt